C1(CC1)CS(=O)C(=O)N(CC)CC 1-((cyclopropylmethyl)sulfinyl)-N,N-diethylformamide